C(N)(OCCC(OC1=CC=C(C=C1)C(C)(C)C1=CC=C(C=C1)OCC1=NC(=NC=C1)Cl)C(C)(C)C)=O tert-butyl(3-(4-(2-(4-((2-chloropyrimidin-4-yl)methoxy)phenyl)propan-2-yl)phenoxy) Propyl) carbamate